ClB mono-chloroborane